N[C@@H]1[C@H](CCCCC1)C1=CC2=NC(=CC(=C2S1)NCC=1SC=CC1)Cl 2-((1s,2s)-2-aminocycloheptyl)-5-chloro-N-(thiophen-2-ylmethyl)thieno[3,2-b]pyridin-7-amine